1-[3-(5-cyclopropyl-pyrimidin-2-yl)pyrazin-2-yl]ethanamine C1(CC1)C=1C=NC(=NC1)C=1C(=NC=CN1)C(C)N